C(C=CCCCCC)(=O)OC methyl octeneate